5-chloro-7-(cyclopentylamino)-2-((piperidin-4-ylthio)methyl)quinazolin-4(3H)-one ClC1=C2C(NC(=NC2=CC(=C1)NC1CCCC1)CSC1CCNCC1)=O